4-chloro-5-fluoro-2-(trimethylstannyl)pyridine Tris(chloro-2-propyl)-phosphat ClCC(C)OP(=O)(OC(C)CCl)OC(C)CCl.ClC1=CC(=NC=C1F)[Sn](C)(C)C